6-(4-isopropyl-3-(4,4,5,5-tetramethyl-1,3,2-dioxaborolan-2-yl)-1-((2-(trimethylsilyl)ethoxy)methyl)-1H-pyrazol-5-yl)-8-methyl-[1,2,4]triazolo[1,5-a]pyridine C(C)(C)C=1C(=NN(C1C=1C=C(C=2N(C1)N=CN2)C)COCC[Si](C)(C)C)B2OC(C(O2)(C)C)(C)C